NC1C(N(CC1)C(=O)OC(C)(C)C)CC1=NC(=CC=C1)C#CC1CC1 tert-butyl 3-amino-2-((6-(cyclopropylethynyl)pyridin-2-yl)methyl)pyrrolidine-1-carboxylate